N-(2-cyclopropyl-2,2-difluoroethyl)-5-(4-methoxyquinazolin-6-yl)pyrrolo[2,1-f][1,2,4]triazin-2-amine C1(CC1)C(CNC1=NN2C(C=N1)=C(C=C2)C=2C=C1C(=NC=NC1=CC2)OC)(F)F